trimethyl-[2-[[4-methyl-3-[4-(4,4,5,5-tetramethyl-1,3,2-dioxaborolan-2-yl)-3-(trifluoromethyl)pyrazol-1-yl]pyrazol-1-yl]methoxy]ethyl]silane C[Si](CCOCN1N=C(C(=C1)C)N1N=C(C(=C1)B1OC(C(O1)(C)C)(C)C)C(F)(F)F)(C)C